[1,1-biphenyl]-4,4-diylbis[bis(2,4-di-t-butylphenoxy)phosphine] C1(=CCC(C=C1)(P(OC1=C(C=C(C=C1)C(C)(C)C)C(C)(C)C)OC1=C(C=C(C=C1)C(C)(C)C)C(C)(C)C)P(OC1=C(C=C(C=C1)C(C)(C)C)C(C)(C)C)OC1=C(C=C(C=C1)C(C)(C)C)C(C)(C)C)C1=CC=CC=C1